C(C1=CC=CC=C1)OC=1C(=CC(=C(C1)CC(=O)O)F)C1(CC1)C#N 2-[5-benzyloxy-4-(1-cyanocyclopropyl)-2-fluoro-phenyl]acetic acid